OCCN1CCN(CC1)CCNC=C1C(NC2=CC(=CC=C2C1=O)C(F)(F)F)=O 3-(((2-(4-(2-hydroxyethyl)piperazin-1-yl)ethyl)amino)methylene)-7-(trifluoromethyl)quinoline-2,4(1H,3H)-dione